Cl.N1C[C@H](CC1)C1=CC=C(C=C1)NC(=O)C1=NC=C(C=C1)OC |r| (RS)-5-Methoxy-pyridine-2-carboxylic acid (4-pyrrolidin-3-yl-phenyl)-amide hydrochloride